CC1=CC=C(N=N1)OC1(N(CCCC1)CCC1=CC=C(C(=O)N)C(=C1)F)C 4-{[(6-methylpyridazin-3-yl)oxy[methyl]piperidin-1-yl]ethyl}-6-fluorobenzamide